methylenemethionine C=N[C@@H](CCSC)C(=O)O